Cl.C(C)N(CCO)CC 2-(diethylamino)ethanol hydrochloride